C(C)N1CCCC1 (S)-1-ethylpyrrolidine